C(C)(C)C1=C(C=CC=C1)C1N(CCN(C1)CC1=CC=2CCCCC2C=C1)C1CC2(C1)CCNCC2 2-(2-(2-isopropylphenyl)-4-((5,6,7,8-tetrahydronaphthalen-2-yl)methyl)piperazin-1-yl)-7-azaspiro[3.5]nonane